1,3-diaza-2,4-cyclopentadiene N1C=NC=C1